1-(pyridin-2-yl)-1H-imidazole-5-carboxylic acid N1=C(C=CC=C1)N1C=NC=C1C(=O)O